N-[7-(5-ethyl-1,2,4-oxadiazol-3-yl)-3,4-dihydro-2H-1-benzopyran-4-yl]-1-methyl-1H-pyrazole-5-carboxamide C(C)C1=NC(=NO1)C1=CC2=C(C(CCO2)NC(=O)C2=CC=NN2C)C=C1